FC(C=1C(=C(C=CC1)[C@@H](C)NC=1C2=C(N=C(N1)C)N=C(C(=C2)C(=O)N(C)C)N2CCCC2)F)F (R)-4-((1-(3-(difluoromethyl)-2-fluorophenyl)ethyl)amino)-N,N,2-trimethyl-7-(pyrrolidin-1-yl)pyrido[2,3-d]pyrimidine-6-carboxamide